C(C)(C)(C)OC(=O)N1[C@H]2CC(C[C@@H]1CC2)NC=2N=NC(=CC2)C2=C1C=NN(C1=C(C=C2)N2N=CC=C2)COCC[Si](C)(C)C.C=2(C=CN1C=CC=CC21)C(C)=O 1-(indolizin-1-yl)ethan-1-one tert-butyl-(1R,5S)-3-[[6-[7-pyrazol-1-yl-1-(2-trimethylsilylethoxymethyl)indazol-4-yl]pyridazin-3-yl]amino]-8-azabicyclo[3.2.1]-octane-8-carboxylate